BrC1=CC=C(C=C1)[C@@H]1CCC(N1)=O (S)-5-(4-bromophenyl)pyrrolidin-2-one